acryloyloxydodecyl-trichlorosilane C(C=C)(=O)OCCCCCCCCCCCC[Si](Cl)(Cl)Cl